stannole [SnH2]1C=CC=C1